FC=1C=C(C=CC1OC1=CC=NC2=CC(=C(N=C12)OCCOC)OC)NC(=O)C1=CN(C(=C(C1=O)C1=CC=C(C=C1)F)C)C N-[3-fluoro-4-[[7-methoxy-6-(2-methoxyethoxy)-1,5-naphthyridin-4-yl]oxy]phenyl]-5-(4-fluorophenyl)-1,6-dimethyl-4-oxopyridine-3-carboxamide